CNCC=C N-methyl-allylamine